FC=1C=C2C=NC(=NC2=CC1C1=C(C2=C(OCCN2)N=C1)C)NC1=CC=C(C=C1)C1(CCCC1)C(=O)NC 1-(4-{[6-fluoro-7-(8-methyl-2,3-dihydro-1H-pyrido[2,3-b][1,4]oxazin-7-yl)quinazolin-2-yl]amino}phenyl)-N-methyl-cyclopentane-1-carboxamide